6-[(1R)-1-({3-chloro-6-[6-(dimethylphosphoryl)pyridin-3-yl]-7-fluoro-2-methyl-1,5-naphthyridin-4-yl}amino)ethyl]-5-fluoropyridine-2-carbonitrile ClC=1C(=NC2=CC(=C(N=C2C1N[C@H](C)C1=C(C=CC(=N1)C#N)F)C=1C=NC(=CC1)P(=O)(C)C)F)C